CN1N=CC(=C1)C=1N=CC2=C(C=CC=C2C1)B1OC(C(O1)(C)C)(C)C 3-(1-methylpyrazol-4-yl)-8-(4,4,5,5-tetramethyl-1,3,2-dioxaborolan-2-yl)isoquinoline